OC(C(=O)C1=CC=C(CC2=CC=C(C=C2)C(C(C)C)=O)C=C1)(C)C 1-{4-[4-(2-hydroxy-2-methyl-propionyl)-benzyl]phenyl}-2-methyl-propan-1-one